8-amino-4-hydroxy-3-((4-nitrophenyl)diazenyl)naphthalene NC=1C=CC=C2C(=C(C=CC12)N=NC1=CC=C(C=C1)[N+](=O)[O-])O